methyl 2-(2,2-dimethylpropoxysulfonyl)-2-methyl-propionate CC(COS(=O)(=O)C(C(=O)OC)(C)C)(C)C